C1(=CC(=CC=C1)S(=O)(=O)N1C2CNC(C1)C2)C 2-(m-tolylsulfonyl)-2,5-diazabicyclo[2.2.1]heptane